C(C)(SCC1=CC=C(C=C1)C#N)=O S-(4-cyanobenzyl) ethanethioate